o-Ethylaniline CCC1=CC=CC=C1N